(-)-thujaene C12(C=CC(C1C2)C)C(C)C